(1S,4S)-5-[(7S)-2-{3-[4-(3,6-Dimethylpyridin-2-yl)phenyl]-1H-pyrazolo[3,4-b]pyridin-5-yl}-6,7,8,9-tetrahydro-5H-benzo[7]annulen-7-yl]-2-oxa-5-azabicyclo[2.2.1]heptane CC=1C(=NC(=CC1)C)C1=CC=C(C=C1)C1=NNC2=NC=C(C=C21)C=2C=CC1=C(CC[C@H](CC1)N1[C@@H]3CO[C@H](C1)C3)C2